2',5'-dimethyl-p-terphenyl-dicarboxylic acid CC1=C(C=C(C(=C1)C1=CC=CC=C1)C)C1=C(C(=CC=C1)C(=O)O)C(=O)O